BrC1=CC=C(C(=N1)C1=NC2=C(C(=NC(=C2)C(F)(F)F)C)N1C)SCC 2-[6-bromo-3-(ethylsulfanyl)pyridin-2-yl]-3,4-dimethyl-6-(trifluoromethyl)-3H-imidazo[4,5-c]pyridine